2-(6,7-Dihydro-5H-pyrrolo[1,2-c]imidazol-1-yl)-2-(6-(4-(2-(4-(hydroxymethyl)piperidin-1-yl)ethoxy)phenyl)-7-methyl-4-(trifluoromethyl)-2H-indazol-2-yl)-N-(thiazol-2-yl)acetamide C1(=C2N(C=N1)CCC2)C(C(=O)NC=2SC=CN2)N2N=C1C(=C(C=C(C1=C2)C(F)(F)F)C2=CC=C(C=C2)OCCN2CCC(CC2)CO)C